4-(4-propenoylpiperazin-1-yl)-7-(2-amino-6-chlorophenyl)-1-(2-ethyl-6-methylphenyl)-6-fluoroquinolin-2(1H)-one C(C=C)(=O)N1CCN(CC1)C1=CC(N(C2=CC(=C(C=C12)F)C1=C(C=CC=C1Cl)N)C1=C(C=CC=C1C)CC)=O